CC(C(=O)N1OCC2(CN(C2)S(=O)(=O)C2=CC=C(C)C=C2)C1)(C)C 2,2-dimethyl-1-(2-tosyl-6-oxa-2,7-diazaspiro[3.4]octan-7-yl)propan-1-one